2-[(4-chlorophenyl)carbonylamino]caproic acid ClC1=CC=C(C=C1)C(=O)NC(C(=O)O)CCCC